Benzyl [({N-[(9H-fluoren-9-ylmethoxy) carbonyl]glycyl}amino) methoxy]acetate C1=CC=CC=2C3=CC=CC=C3C(C12)COC(=O)NCC(=O)NCOCC(=O)OCC1=CC=CC=C1